8-(4-chlorophenoxy)quinoline-5-carbonitrile ClC1=CC=C(OC2=CC=C(C=3C=CC=NC23)C#N)C=C1